BrC=1C(=CC(=NC1)C(=O)N1CCC(CC1)(C#N)C1=CC=CC=C1)C(=O)N1CCC(CC1)C(C)(C)C 1-(5-bromo-4-(4-(tert-butyl)piperidine-1-carbonyl)picolinoyl)-4-phenylpiperidine-4-carbonitrile